[N+](=O)([O-])C1=CC=C(OP(=O)(OC2=CC=CC=C2)N[C@@H](C)C(=O)OC2CC(OCC2)(C)C)C=C1 2,2-dimethyltetrahydro-2H-pyran-4-yl ((4-nitrophenoxy)(phenoxy)phosphoryl)alaninate